N,N'-di-tert-butyldecanediamine C(C)(C)(C)NC(CCCCCCCCC)NC(C)(C)C